2-chloro-5-(4-fluorophenyl)-4-hydroxy-3-(4-hydroxyindan-5-yl)-7H-thieno[2,3-b]pyridin-6-one ClC1=C(C2=C(NC(C(=C2O)C2=CC=C(C=C2)F)=O)S1)C=1C(=C2CCCC2=CC1)O